COC1=C(C=C(C(=C1)CCC)C)CC(CC)N 1-(2-methoxy-5-methyl-4-propylphenyl)butan-2-amine